CC(C#CC=1C=C(COC=2C(=NC=CC2)[N+](=O)[O-])C=CC1)(C)OC1OCCCC1 (3-(3-methyl-3-((tetrahydro-2H-pyran-2-yl)oxy)but-1-yn-1-yl)benzyl)oxy-2-nitropyridine